C[C@@H](C(=O)O)NC(=O)C N-α-Acetyl-L-alanine